SCCCC(=O)O 4-mercaptobutanoic acid